C(CCCCCCC\C=C/C\C=C/CCCCC)(=O)OCC(OC(CCCCCCC\C=C/CCCCCCCC)=O)COC(CCC)=O 1-linoleoyl-2-oleoyl-3-butyrylglycerol